N-[(1R)-1-[5-[5-fluoro-2-(methylaminomethyl)phenyl]-2-thienyl]ethyl]-1-(1-methylpyrazole-4-yl)-6-oxo-pyridazine-3-carboxamide FC=1C=CC(=C(C1)C1=CC=C(S1)[C@@H](C)NC(=O)C1=NN(C(C=C1)=O)C=1C=NN(C1)C)CNC